1,3-diiodo-5,5-dimethylimidazolidine-2,4-dione IN1C(N(C(C1(C)C)=O)I)=O